C[Si](CCOC([C@@H](NC(=O)OC(C)(C)C)CSCC(=O)N([C@H](C(C)(C)C)C=1N(C=C(C1)C1=C(C=CC(=C1)F)F)CC1=CC=CC=C1)CCCN)=O)(C)C 2-(trimethylsilyl)ethyl-S-{2-[(3-aminopropyl){(1R)-1-[1-benzyl-4-(2,5-difluorophenyl)-1H-pyrrol-2-yl]-2,2-dimethylpropyl}amino]-2-oxoethyl}-N-(tert-butoxycarbonyl)-L-cysteinat